5-chloro-4-(cyclopentylmethoxy)-N-((4-((3,5-dimethoxy-benzyl)oxy)phenyl)sulfonyl)-2-fluorobenzamide ClC=1C(=CC(=C(C(=O)NS(=O)(=O)C2=CC=C(C=C2)OCC2=CC(=CC(=C2)OC)OC)C1)F)OCC1CCCC1